COCOC=1C=CC(=C(C1)B(O)O)C (5-(methoxymethoxy)-2-methylphenyl)boronic acid